Ethyl-3-((2,4-dimethyl-5-oxo-4H-thiazolo[5',4':4,5]pyrrolo[2,3-d]pyridazin-6(5H)-yl)methyl)benzoate C(C)OC(C1=CC(=CC=C1)CN1N=CC2=C(C1=O)N(C1=C2SC(=N1)C)C)=O